NC(=N)NNC(=N)N biguanidine